(2S)-6-chloro-N-{3-[4-(3,4-difluorophenyl)-1H-imidazol-1-yl]bicyclo[1.1.1]pentan-1-yl}-4-oxo-3,4-dihydro-2H-1-benzopyran-2-carboxamide ClC=1C=CC2=C(C(C[C@H](O2)C(=O)NC23CC(C2)(C3)N3C=NC(=C3)C3=CC(=C(C=C3)F)F)=O)C1